C(C)(C)(C)OC(=O)NC(C(=O)O)CC1N(C2=CC=CC=C2NC1=O)C (tert-Butoxycarbonylamino)-3-(1-methyl-3-oxo-2,4-dihydroquinoxalin-2-yl)propionic acid